O=C1NC(CCC1N1C(C2=CC=CC(=C2C1=O)SCCCCCC(=O)N1CCN(CC1)C1CCN(CC1)C1=NC=C(C(=O)N2CCC(CC2)CCCCNC(\C=C\C=2C=NC=CC2)=O)C=C1)=O)=O (E)-N-(4-(1-(6-(4-(4-(6-((2-(2,6-dioxopiperidin-3-yl)-1,3-dioxoisoindolin-4-yl)thio)hexanoyl)piperazin-1-yl)piperidin-1-yl)nicotinoyl)piperidin-4-yl)butyl)-3-(pyridin-3-yl)acrylamide